N[C@H](C(F)(F)F)C1CCN(CC1)C(=O)OC(C)(C)C tert-Butyl 4-[(1S)-1-amino-2,2,2-trifluoroethyl]piperidine-1-carboxylate